CC(C(=O)OC[C@]1(O[C@H]([C@@H]([C@@H]1O)O)C1=CC=C2C(=NC=NN21)N)C#N)(CC)C ((2R,3S,4R,5S)-5-(4-aminopyrrolo[2,1-f][1,2,4]triazin-7-yl)-2-cyano-3,4-dihydroxytetrahydrofuran-2-yl)methyl 2,2-dimethylbutanoate